CC1=C(N=CC(=N1)C(=O)O)OCC1(CC1)C(F)(F)F 6-methyl-5-[[1-(trifluoromethyl)cyclopropyl]methoxy]pyrazine-2-carboxylic acid